3,5-dimethylisoxazol-4-ylboronic acid CC1=NOC(=C1B(O)O)C